F[B-](F)(F)F.C(CC)N1CN(C=C1)C 1-propyl-3-methylimidazole-tetrafluoroborate salt